3-methyl-2-[6-(3-methyl-3,6-diazabicyclo[3.2.2]nonan-6-yl)pyridazin-3-yl]-5-(trifluoromethyl)phenol CC=1C(=C(C=C(C1)C(F)(F)F)O)C=1N=NC(=CC1)N1C2CN(CC(C1)CC2)C